tert-butyl (S)-3-((8-((tert-butyldimethylsilyl)oxy)quinolin-5-yl)amino)pyrrolidine-1-carboxylate [Si](C)(C)(C(C)(C)C)OC=1C=CC(=C2C=CC=NC12)N[C@@H]1CN(CC1)C(=O)OC(C)(C)C